BrCC=1C=C(C=CC1)B(O)O 3-(bromomethyl)-phenylboronic acid